(1S,3R)-2-(2-Fluoro-2-methylpropyl)-3-methyl-1-(5-((1-propylazetidin-3-yl)thio)thiophen-2-yl)-2,3,4,9-tetrahydro-1H-pyrido[3,4-b]indole FC(CN1[C@@H](C=2NC3=CC=CC=C3C2C[C@H]1C)C=1SC(=CC1)SC1CN(C1)CCC)(C)C